3,5-dichlorophenyl 2,4,6-tri-O-acetyl-3-azido-3-deoxy-1-thio-alpha-D-galactopyranoside C(C)(=O)O[C@H]1[C@@H](SC2=CC(=CC(=C2)Cl)Cl)O[C@@H]([C@@H]([C@@H]1N=[N+]=[N-])OC(C)=O)COC(C)=O